3-(6-methoxy-1-oxoisoquinolin-2(1H)-yl)piperidine-2,6-dione COC=1C=C2C=CN(C(C2=CC1)=O)C1C(NC(CC1)=O)=O